O=C1OC2=C(N1)C=CC=C2 2,3-dihydro-2-oxo-benzoxazole